OC1(CCSCC1)C1=CC2=C(N=CN=C2)N(C1=O)C 6-(4-hydroxytetrahydrothiopyran-4-yl)-8-methyl-pyrido[2,3-d]Pyrimidin-7-one